2,3,4,5,7,10-hexahydro-1H-7,10-ethanonaphtho[2,3-d]azepine-6,11-dione C1CNCCC2=C1C(C=1C3C=CC(C1C2=O)CC3)=O